CN(CC[C@H](CSC1=CC=CC=C1)NC(OC(C)(C)C)=O)C (R)-tert-butyl (4-(dimethylamino)-1-(phenylthio)butan-2-yl)carbamate